N-(8-bromoquinoxalin-6-yl)picolinamide BrC=1C=C(C=C2N=CC=NC12)NC(C1=NC=CC=C1)=O